N-(5-(2,2-difluoroethoxy)-3-fluoro-6-methoxypyridin-2-yl)-1,8-dihydropyrrolo[3,2-g]indole-3-sulfonamide FC(COC=1C=C(C(=NC1OC)NS(=O)(=O)C1=CNC2=C1C=CC=1C=CNC21)F)F